C(#N)CC[C@]1(C[C@H](N(C1)C(=O)OC(C)(C)C)C(=O)OCC)C(=O)OCC 1-(t-butyl) 2,4-diethyl (2S,4R)-4-(2-cyanoethyl)pyrrolidine-1,2,4-tricarboxylate